1-(3-chloropropyl)-4-methylpiperazine ClCCCN1CCN(CC1)C